2-(((7-methyl-4-oxo-2-(piperidin-1-yl)-4H-pyrido[1,2-a]pyrimidin-9-yl)methyl)amino)benzoic acid CC=1C=C(C=2N(C(C=C(N2)N2CCCCC2)=O)C1)CNC1=C(C(=O)O)C=CC=C1